(1-(1,2,5-thiadiazole-3-carbonyl)piperidin-4-yl)(5-phenyl-4,5-dihydro-1H-pyrazol-1-yl)methanone S1N=C(C=N1)C(=O)N1CCC(CC1)C(=O)N1N=CCC1C1=CC=CC=C1